NC1=CC(=C(C=N1)N1C[C@@H](N(CC1)C(=O)C1=NC=C(C(=C1)OC)C1=CC=CC=C1)CO)OC [(R)-4-(6-Amino-4-methoxy-pyridin-3-yl)-2-hydroxymethyl-piperazin-1-yl]-(4-methoxy-5-phenyl-pyridin-2-yl)-methanone